4,5-diiodophthalic anhydride IC=1C=C2C(C(=O)OC2=O)=CC1I